Cl.C1=2CN(CCOCCN(CC(=CC=C1)N2)[C@@H](C(=O)O)CCC(=O)O)[C@@H](C(=O)O)CCC(=O)O (2R,2'R)-2,2'-[6-oxa-3,9,15-triazabicyclo[9.3.1]pentadeca-1(15),11,13-triene-3,9-diyl]dipentanedioic acid hydrogen chloride